4-(dipropylamino)cyclohexanone C(CC)N(C1CCC(CC1)=O)CCC